CNC(=O)C1=CC=C(C=N1)C1=NC=CC=C1 N-methyl-[2,3'-bipyridine]-6'-carboxamide